NC[C@@]12[C@@H]([C@@H]([C@H](C(OC1)O2)N2C(CC2)=O)O)O 1-((1S,2R,3R,4R)-1-(Aminomethyl)-2,3-dihydroxy-6,8-dioxabicyclo[3.2.1]octan-4-yl)azetidin-2-one